NC1=NC(=NC=C1Br)N1CCC(CC1)(C)NC(OC(C)(C)C)=O tert-butyl (1-(4-amino-5-bromopyrimidin-2-yl)-4-methylpiperidin-4-yl)carbamate